C(C(=C)C)(=O)OC(C(O)CO)CCC[Si](O[Si](C)(C)C)(O[Si](C)(C)C)O[Si](C)(C)C 3-[TRIS(trimethylsiloxy)silyl]propyl-glycerol methacrylate